FC(C(=O)F)(F)F Perfluoroacetyl fluoride